ClC1=CC2=C(N(C(N=C2N2[C@H](CN(CC2)C(=O)OC(C)(C)C)C)=O)C=2C(=NC=CC2C)C(C)C)N=C1C1=C(C=CC=C1F)F tert-butyl (S)-4-(6-chloro-7-(2,6-difluorophenyl)-1-(2-isopropyl-4-methylpyridin-3-yl)-2-oxo-1,2-dihydropyrido[2,3-d]pyrimidin-4-yl)-3-methylpiperazine-1-carboxylate